6-acetylpyridazine-4-carboxylic acid C(C)(=O)C1=CC(=CN=N1)C(=O)O